O1C=C(C=C1)C(=O)N1CCCCC1 1-[(furan-3-yl)carbonyl]piperidin